ClCC1=C(C=CC(=C1)CCl)C1=CC=CC=C1 2,4-bis(chloromethyl)biphenyl